C(C)OC1(CC1)O[Si](C)(C)C (1-ethoxy-cyclopropoxy)-trimethyl-silane